di-dopamine carbonate C(O)(O)=O.NCCC1=CC(O)=C(O)C=C1.NCCC1=CC(O)=C(O)C=C1